C(C)(C)(C)C1=CC=C(C=C1)C(CC(=O)C1=C(C=CC=C1)O)=O 1-(4-tert-butylphenyl)-3-(2-hydroxyphenyl)propane-1,3-dione